methyl (2S,4R)-4-hydroxypyrrolidine-2-carboxylate hydrochloride Cl.O[C@@H]1C[C@H](NC1)C(=O)OC